3-((2,6-difluoro-3,5-dimethoxyphenyl)ethynyl)-1H-pyrrole-2-carboxamide FC1=C(C(=C(C=C1OC)OC)F)C#CC1=C(NC=C1)C(=O)N